6-bromo-5-hexynoic acid BrC#CCCCC(=O)O